2-(2,8-dimethylimidazo[1,2-b]pyridazin-6-yl)-7-[(3S)-3-methylpiperazin-1-yl]pyrido[1,2-a]pyrimidin-4-one CC=1N=C2N(N=C(C=C2C)C=2N=C3N(C(C2)=O)C=C(C=C3)N3C[C@@H](NCC3)C)C1